BrC1=CC(=C(C=C1Cl)CC(C)N)OC 1-(4-bromo-5-chloro-2-methoxyphenyl)propan-2-amine